Cl.FC=1C=C(C=CC1)[C@H](CNC(CC1CCC(CC1)S(=O)(=O)N(C)C)(C)C)O (1S,4s)-4-(2-(((R)-2-(3-fluorophenyl)-2-hydroxyethyl)amino)-2-methylpropyl)-N,N-dimethylcyclohexane-1-sulfonamide hydrochloride